BrC=1C=C(C(=O)[O-])C=CC1OC1CC(C1)N(C)C(=O)OC(C)(C)C 3-bromo-4-[3-[tert-butoxycarbonyl (methyl)amino] cyclobutoxy]benzoate